(S)-4-(2-(4-fluorobenzamido)-3-phenylpropionamido)piperidine-1-carboxylic acid tert-butyl ester C(C)(C)(C)OC(=O)N1CCC(CC1)NC([C@H](CC1=CC=CC=C1)NC(C1=CC=C(C=C1)F)=O)=O